N-(2-(4-amino-2-methoxyphenoxy)-5-methylpyridin-3-yl)-4-chloro-3-(trifluoromethyl)benzenesulfonamide NC1=CC(=C(OC2=NC=C(C=C2NS(=O)(=O)C2=CC(=C(C=C2)Cl)C(F)(F)F)C)C=C1)OC